7-bromo-6-((5-chloro-3-(2,2-difluoroethoxy)pyridin-2-yl)oxy)-1-methyl-N-(4-methyl-1,1-dioxidotetrahydro-2H-thiopyran-4-yl)-1H-imidazo[4,5-c]pyridine-2-carboxamide BrC=1C2=C(C=NC1OC1=NC=C(C=C1OCC(F)F)Cl)N=C(N2C)C(=O)NC2(CCS(CC2)(=O)=O)C